(3-fluoro-5-(1-(4-(trifluoromethyl)phenyl)-1H-pyrazol-4-yl)phenyl)methanamine FC=1C=C(C=C(C1)C=1C=NN(C1)C1=CC=C(C=C1)C(F)(F)F)CN